3-hydroxy-5-phenyl-1-(4-vinylbenzyl)-1H-1,2,4-triazole OC1=NN(C(=N1)C1=CC=CC=C1)CC1=CC=C(C=C1)C=C